C1(CC1)C=1C(=C(N(C1C(C(=O)NCC(C)(C)O)=O)C)C)C(=O)NC1=CC(=C(C=C1)F)C 4-cyclopropyl-N-(4-fluoro-3-methylphenyl)-5-(2-((2-hydroxy-2-methylpropyl)amino)-2-oxoacetyl)-1,2-dimethyl-1H-pyrrole-3-carboxamide